2-octyldodecylacrylate C(CCCCCCC)C(COC(C=C)=O)CCCCCCCCCC